C(N)(=O)C1=CC=C(C=C1)C1=C(OC2=CC(=CC(=C2C1=O)OC)OC)C1=CC=C(C=C1)O (4-(carbamoyl)phenyl)-2-(4-hydroxyphenyl)-5,7-dimethoxy-4H-chromen-4-one